Cl.C(C)C1=CC=NC=C1 4-ethylpyridine hydrochloride